diboron hexahydride B#B